ClC1=C(N=C(NC1=O)C1=CNC2=NC=CC=C21)N2[C@@H](CN(CC2)C(=O)OC(C)(C)C)C tert-butyl (3R)-4-[5-chloro-6-oxo-2-(1H-pyrrolo[2,3-b]pyridin-3-yl)-1H-pyrimidin-4-yl]-3-methyl-piperazine-1-carboxylate